CC=1SC=2C(NCCC2N1)C 2,4-dimethyl-4,5,6,7-tetrahydrothiazolo[5,4-c]pyridine